C1(=CC=CC=C1)C(C1=CC=CC=C1)C=1N=NNC1 diphenylmethyl-triazole